meta-toluamide C1(=CC(=CC=C1)C(=O)N)C